ClC=1C=C2C(=CC(=NC2=CC1)C(F)(F)F)NCC1(CCN(CC1)C(=O)NC1CC(C1)O)C1=CC=C(C=C1)F 4-(((6-chloro-2-(trifluoromethyl)quinolin-4-yl)amino)methyl)-4-(4-fluorophenyl)-N-((1r,3r)-3-hydroxycyclobutyl)piperidine-1-carboxamide